OC1=CC=2C(C=NC2)=C1 5-hydroxycyclopenta[c]pyrrole